BrC=1C(=C(C=O)C(=CC1)C)O 3-bromo-2-hydroxy-6-methylbenzaldehyde